ClC1=C(C=C2C=C(N=CC2=C1)NC(=O)[C@@H]1CC12CCC(CC2)(F)F)C2CCN(CC2)[C@@]2(COC[C@@H]2O)C (R)-N-(7-chloro-6-(1-((3R,4R)-4-hydroxy-3-methyltetrahydrofuran-3-yl)piperidin-4-yl)isoquinolin-3-yl)-6,6-difluorospiro[2.5]octane-1-carboxamide